COC1=C(C(=NC=C1)O)C1=CC=NO1 4-methoxy-3-(1,2-oxazol-5-yl)pyridin-2-ol